COC1=CC=C(C2=C1NC(=N2)NC(=O)C=2C=CC1=C(C=CO1)C2)C=2C=NN(C2)C N-[7-methoxy-4-(1-methyl-1H-pyrazol-4-yl)-1H-1,3-benzodiazol-2-yl]-1-benzofuran-5-carboxamide